BrC1=C(C=CC(=C1)COC)F 2-bromo-1-fluoro-4-(methoxymethyl)benzene